N-(biphenyl-2-yl)-N-(9,9-dimethyl-9H-fluoren-2-yl)-9,9'-spirobi[9H-fluoren]-4-amine C1(=C(C=CC=C1)N(C1=CC=CC=2C3(C4=CC=CC=C4C12)C1=CC=CC=C1C=1C=CC=CC13)C1=CC=3C(C2=CC=CC=C2C3C=C1)(C)C)C1=CC=CC=C1